(4-aminophenyl)-5-(3-fluoro-4-((4-methylpyrimidin-2-yl)oxy)phenyl)-N-(1-methyl-1H-pyrazol-4-yl)pyrimidin-2-amine NC1=CC=C(C=C1)C1=NC(=NC=C1C1=CC(=C(C=C1)OC1=NC=CC(=N1)C)F)NC=1C=NN(C1)C